CC1=C(C=CC=C1)C1=NC2=C(N1)C=CC=C2 2-(2-methylphenyl)-1H-benzimidazole